Methyl (R)-4-(tetrahydro-2H-pyran-4-carbonyl)-3-(2-(trifluoromethyl)phenyl)-2,3,4,5-tetrahydrobenzo[f][1,4]oxazepine-8-carboxylate O1CCC(CC1)C(=O)N1[C@@H](COC2=C(C1)C=CC(=C2)C(=O)OC)C2=C(C=CC=C2)C(F)(F)F